[Fe].[Si].[Mn].[Si] silicon manganese-silicon iron